N-((S)-1-(2-((S)-2-cyanopyrrolidin-1-yl)-2-oxoethyl)pyrrolidin-3-yl)benzofuran-6-carboxamide C(#N)[C@H]1N(CCC1)C(CN1C[C@H](CC1)NC(=O)C1=CC2=C(C=CO2)C=C1)=O